C(C)OCC1(C2CC(CC12)C1=C2N(N=C1CN(CCNC)C)CCC2)COCC N1-((3-(6,6-bis(ethoxymethyl)bicyclo[3.1.0]hexan-3-yl)-5,6-dihydro-4H-pyrrolo[1,2-b]pyrazol-2-yl)methyl)-N1,N2-dimethylethane-1,2-diamine